6-(4-fluoro-3-isopropyl-5-(6-propyl-2,6-diazaspiro[3.3]hept-2-yl)-1H-pyrrolo[2,3-c]pyridin-2-yl)-8-methoxy-[1,2,4]triazolo[1,5-a]pyridine FC1=C2C(=CN=C1N1CC3(C1)CN(C3)CCC)NC(=C2C(C)C)C=2C=C(C=3N(C2)N=CN3)OC